2-Amino-4-(3-((R)-3-((3S,5S)-3,5-dimethylpiperazin-1-yl)pyrrolidin-1-yl)-5-fluoro-7,9-dihydrofuro[3,4-f]quinazolin-6-yl)-7-fluorothieno[3,2-c]pyridine-3-carbonitrile NC1=C(C=2C(=NC=C(C2S1)F)C=1C2=C(C=3C=NC(=NC3C1F)N1C[C@@H](CC1)N1C[C@@H](N[C@H](C1)C)C)COC2)C#N